NC(CCO)C 3-AMINO-1-BUTANOL